3-hydroxy-2-(4-methoxyphenyl)-6-methyl-4H-1-benzopyran-4-one OC1=C(OC2=C(C1=O)C=C(C=C2)C)C2=CC=C(C=C2)OC